1-acryloyloxyethyl-3,3-dimethyl-spiro[indoline-2,3'-[3H]-naphtho[2,1-b](1,4)oxazine] C(C=C)(=O)OC(C)C1=NC2=C(OC13NC1=CC=CC=C1C3(C)C)C=CC3=CC=CC=C32